(2-(methoxymethoxy)-4-(trifluoromethyl)phenyl)boronic acid COCOC1=C(C=CC(=C1)C(F)(F)F)B(O)O